2-[5-(dibenzofuran-2-ylmethylamino)-2-(3-fluoroazetidin-1-yl)-6-oxo-pyrimidin-1-yl]acetic acid C1=C(C=CC=2OC3=C(C21)C=CC=C3)CNC3=CN=C(N(C3=O)CC(=O)O)N3CC(C3)F